COC1=C(C=C(C=C1)[C@@H]2CC(=O)C3=C(C=C(C=C3O2)O)O)O The molecule is a trihydroxyflavanone having the three hydroxy gropus located at the 3'-, 5- and 7-positions and an additional methoxy substituent at the 4'-position. It has a role as an antioxidant, an antineoplastic agent and a plant metabolite. It is a monomethoxyflavanone, a trihydroxyflavanone, a member of 3'-hydroxyflavanones and a member of 4'-methoxyflavanones. It is a conjugate acid of a hesperetin(1-).